[Br-].[Br-].C(C)[N+](CC1=CC(=CC=C1)C[N+](CC)(CC)CC)(CC)CC N,N,N,N',N',N'-Hexaethyl-1,3-benzenedimethaneaminium dibromide